C(C)(=O)NC=1N=C2N(N=C(C=C2)C=2C=C(C(=NC2C)OC)C(=O)NCC2=C(C=CC=C2)OC(F)(F)F)C1 5-{2-acetamidoimidazo[1,2-b]pyridazin-6-yl}-2-methoxy-6-methyl-N-{[2-(trifluoromethoxy)phenyl]methyl}pyridine-3-carboxamide